7-Chloro-2-(4-isopropyl-3-methoxyphenyl)benzoxazole ClC1=CC=CC=2N=C(OC21)C2=CC(=C(C=C2)C(C)C)OC